2-(2'-chloro-4'-((5-chloro-3-fluoropyridin-2-yl)oxy)-[1,1'-biphenyl]-3-yl)acetic acid ClC1=C(C=CC(=C1)OC1=NC=C(C=C1F)Cl)C1=CC(=CC=C1)CC(=O)O